Indium-Silver [Ag].[In]